C(C)(C)(C)C(CCN)N t-butyl-1,3-diaminopropane